C(C)(C)(C)OOC(C)(C#CC(C)(C)OOC(C)(C)C)C 2,5-bis(t-butyl-peroxy)-2,5-dimethyl-3-hexyne